C(C=C)C1(C(=O)OC1)CC=C α,α-diallyl-β-propiolactone